N-[3-[2-(4-fluoroanilino)-1-methyl-2-oxo-ethyl]-1-bicyclo[1.1.1]pentanyl]-6-methyl-pyridin-1-ium-3-carboxamide FC1=CC=C(NC(C(C)C23CC(C2)(C3)NC(=O)C=3C=[NH+]C(=CC3)C)=O)C=C1